O=C1NC(CCC1N1CC2=CC=CC(=C2C1)O)=O 2-(2,6-dioxopiperidin-3-yl)-4-hydroxy-isoindoline